FC(C1(CC(C1)(F)F)C(=O)N1[C@@H](C[C@H](C1)F)C(=O)OC)F Methyl (2S,4R)-1-(1-(difluoromethyl)-3,3-difluorocyclobutane-1-carbonyl)-4-fluoropyrrolidine-2-carboxylate